C(CCCC[Si](Cl)(Cl)Cl)CCC[Si](Cl)(Cl)Cl BIS(TRICHLOROSILYL)OCTANE